{2-[(2R,3S,4S,5S,6R)-6-(4-{[(hex-5-yn-1-yl)carbamoyl]Amino}-2-methylphenoxy)-3,4,5-trihydroxy-oxan-2-yl]Ethyl}phosphonic acid C(CCCC#C)NC(=O)NC1=CC(=C(O[C@@H]2[C@H]([C@H]([C@@H]([C@H](O2)CCP(O)(O)=O)O)O)O)C=C1)C